2-(6-Ethoxy-benzothiazol-2-ylamino)-1-methyl-1H-benzoimidazole C(C)OC1=CC2=C(N=C(S2)NC2=NC3=C(N2C)C=CC=C3)C=C1